N-((8-(4-(trifluoromethoxy)phenyl)imidazo[1,2-a]pyrazin-6-yl)methyl)acrylamide FC(OC1=CC=C(C=C1)C=1C=2N(C=C(N1)CNC(C=C)=O)C=CN2)(F)F